N-{4-[2-(cyclopropanecarboxamido)pyridine-4-oxy]-3-fluorophenyl}-7-(4-methoxyphenyl)pyrazolo[1,5-a]pyrimidine-5-carboxamide C1(CC1)C(=O)NC1=NC=CC(=C1)OC1=C(C=C(C=C1)NC(=O)C1=NC=2N(C(=C1)C1=CC=C(C=C1)OC)N=CC2)F